(R or S)-N-[2-[1-(difluoromethyl)-5-methyl-2-oxo-1,2-dihydropyridin-3-yl]-3-{[(CIS)-4-(3-fluorophenyl)cyclohexyl]oxy}propyl]methanesulfonamide FC(N1C(C(=CC(=C1)C)[C@H](CNS(=O)(=O)C)CO[C@@H]1CC[C@@H](CC1)C1=CC(=CC=C1)F)=O)F |o1:9|